[Cl-].C(CCCCCCCCCCCCC)[N+](C)(C)CC1=CC=C(C=C1)C=C tetradecyl-(4'-vinylbenzyl)dimethylammonium chloride